methyl 6-(aminomethyl)-5-[4-(2-oxopyrrolidin-1-yl)phenoxy]pyridine-3-carboxylate NCC1=C(C=C(C=N1)C(=O)OC)OC1=CC=C(C=C1)N1C(CCC1)=O